methyl 2-[3-(5,5-dimethoxypentoxy) isoxazol-5-yl]-3-methyl-butyrate COC(CCCCOC1=NOC(=C1)C(C(=O)OC)C(C)C)OC